FC=1C=C(C(=C(C1)C)[N+]#[C-])C 5-FLUORO-2-ISOCYANO-1,3-DIMETHYL-BENZENE